ClC=1C2=C(SC1C(=O)NC1=C(C(=C(C(=N1)C)C1=C(C(=O)O)C=CC(=C1)OC)C)C)C=C(C=C2)F 6-(3-chloro-6-fluorobenzo[b]thiophene-2-carboxamido)-2,4,5-trimethylpyridin-3-yl-4-methoxybenzoic acid